1-benzyl-5'-fluoro-spiro[azetidine-3,1'-indene] C(C1=CC=CC=C1)N1CC2(C=CC3=CC(=CC=C23)F)C1